C(CCCCCCCCCCC)(=O)NNC(=S)N dodecanoyl-thiosemicarbazide